N[C@@H](CCSC)CC(=O)O E-β-Homomethionine